(Z)-1-(2-cyano-4-(1-(4-(trifluoromethoxy)phenyl)-1H-1,2,4-triazol-3-yl)phenyl)-3-(3-(2-isopropyl-5-methylphenyl)-4-oxothiazolidin-2-ylidene)urea C(#N)C1=C(C=CC(=C1)C1=NN(C=N1)C1=CC=C(C=C1)OC(F)(F)F)NC(=O)\N=C\1/SCC(N1C1=C(C=CC(=C1)C)C(C)C)=O